C(C)(C)(C)OC(=O)NC(NCCN1C2=CC=C(C=C2C=2C=CC(=CC12)NCC1=CC(=C(C=C1)Cl)Cl)Cl)=NC(OC(C)(C)C)=O tert-Butyl (tert-butoxycarbonylamino)(2-(6-chloro-2-(3,4-dichlorobenzylamino)-9H-carbazol-9-yl)ethylamino)methylenecarbamate